N-benzyl-6-(2,4-dimethoxypyrimidin-5-yl)imidazo[1,2-b]pyridazin-8-amine C(C1=CC=CC=C1)NC=1C=2N(N=C(C1)C=1C(=NC(=NC1)OC)OC)C=CN2